ClC=1C=C(C=2N(N1)C=NC2F)Cl 2,4-dichloro-5-fluoroimidazo[1,5-b]pyridazine